6-cyclopropoxy-2-((1r,4r)-4-((4-(4-(2,6-dioxopiperidin-3-yl)phenyl)piperazin-1-yl)methyl)cyclohexyl)-N-(imidazo[1,2-b]pyridazin-3-yl)-2H-indazole-5-carboxamide C1(CC1)OC=1C(=CC2=CN(N=C2C1)C1CCC(CC1)CN1CCN(CC1)C1=CC=C(C=C1)C1C(NC(CC1)=O)=O)C(=O)NC1=CN=C2N1N=CC=C2